FC(C1=NN=C(O1)C1=CC=2N(C=C1)C=C(N2)CN(C(=O)N2CCN(CC2)C2CCOCC2)C2=CC(=CC=C2)F)F N-((7-(5-(difluoromethyl)-1,3,4-oxadiazol-2-yl)imidazo[1,2-a]pyridin-2-yl)methyl)-N-(3-fluorophenyl)-4-(tetrahydro-2H-pyran-4-yl)piperazine-1-carboxamide